FC=1C=C2CC[C@@H](OC2=CC1)C(=O)O (R)-(+)-6-fluoro-chroman-2-carboxylic acid